IC1=CN=C(N=N1)N1CCC2(CC1)[C@@H](C1=CC=CC=C1C2)NS(=O)C(C)(C)C N-((S)-1'-(6-iodo-1,2,4-triazin-3-yl)-1,3-dihydrospiro[inden-2,4'-piperidin]-1-yl)-2-methylpropan-2-sulfinamide